C1(=CC=CC=C1)N1C=CC2=CC(=CC=C12)N 1-Phenyl-1H-indol-5-amine